ClC1=NC=CC(=N1)C=1SC2=C(C1)C=CC=C2 (2-chloropyrimidin-4-yl)benzo[d]thiophene